(E)-2-((4-hydroxy-3-methoxy-benzyl)amino)-2-oxoethyl 3,7-dimethylocta-2,6-dienoate C\C(=C/C(=O)OCC(=O)NCC1=CC(=C(C=C1)O)OC)\CCC=C(C)C